N,N-bis(2-hydroxyethyl)phenylacetamide OCCN(C(CC1=CC=CC=C1)=O)CCO